COC(C(C)(F)C1=C(C=C(C=C1)Cl)Cl)=O 2-(2,4-Dichlorophenyl)-2-fluoro-propionic acid methyl ester